BrC=1SC(=C(N1)C1=C(C=CC=C1C)C)N1CCOC2(CCC(C2)(C)C)C1 9-(2-bromo-4-(2,6-dimethylphenyl)thiazol-5-yl)-2,2-dimethyl-6-oxa-9-azaspiro[4.5]decane